O=C1N(CC2=CC=CC=C12)C1CC(C1)C1=CNC(O1)=O 5-((1r,3r)-3-(1-oxoisoindolin-2-yl)cyclobutyl)oxazol-2(3H)-one